2-(p-hydroxybenzyl)dihydrophenanthrene OC1=CC=C(CC2CC=3C=CC4=CC=CC=C4C3C=C2)C=C1